2-(1-cyclobutyl-1H-pyrazol-4-yl)-5-({[1-(3,4-difluorophenyl)cyclopropyl]carbonyl}amino)-3-fluorobenzoic acid C1(CCC1)N1N=CC(=C1)C1=C(C(=O)O)C=C(C=C1F)NC(=O)C1(CC1)C1=CC(=C(C=C1)F)F